Tetrahydrofuran-3-ylmethyl [(3-{2-chloro-4-fluoro-5-[3-methyl-2,6-dioxo-4-(trifluoromethyl)-3,6-dihydropyrimidin-1(2H)-yl]phenoxy}pyridin-2-yl)oxy]acetate ClC1=C(OC=2C(=NC=CC2)OCC(=O)OCC2COCC2)C=C(C(=C1)F)N1C(N(C(=CC1=O)C(F)(F)F)C)=O